OC(=O)C(F)(F)F.C1NCC12N(CCC2)CC2=CC=C(OC1C(NC(CC1)=O)=O)C=C2 3-[4-(2,5-diazaspiro[3.4]octan-5-ylmethyl)phenoxy]piperidine-2,6-dione TFA salt